17β-bromobenzamidomethyl-16-oxo-androsta-5-en-3β-ol acetate C(C)(=O)O[C@@H]1CC2=CC[C@H]3[C@@H]4CC([C@@H]([C@@]4(CCNC(C4=CC=CC=C4)=O)CC[C@@H]3[C@]2(CC1)C)Br)=O